Bromohexafluoropropane BrC(C(F)(F)F)C(F)(F)F